N-(2-(cyclopentyloxy)ethyl)-2-((3-(2,6-dioxopiperidin-3-yl)-1-methyl-1H-indazol-7-yl)oxy)acetamide C1(CCCC1)OCCNC(COC=1C=CC=C2C(=NN(C12)C)C1C(NC(CC1)=O)=O)=O